8-(3,5-Difluorobenzyl)-2-((5-ethylfuran-2-yl)methyl)-6-phenylimidazo[1,2-a]pyrazin-3-yl-acetat FC=1C=C(CC=2C=3N(C=C(N2)C2=CC=CC=C2)C(=C(N3)CC=3OC(=CC3)CC)CC(=O)[O-])C=C(C1)F